ClC1=CC2=C(S1)C1(CC(NCC1)C=1N=NN(C1)C)OCC2([2H])[2H] 2-chloro-4,4-dideutero-2'-(1-methyltriazol-4-yl)spiro[5H-thieno[2,3-c]pyran-7,4'-piperidine]